OCC1=CC(=CNC1=O)C(=O)[O-].[Li+] lithium 5-(hydroxymethyl)-6-oxo-1,6-dihydropyridine-3-carboxylate